pyrido[4,3-d]pyrimidine-5-carboxylic acid N1=CN=CC2=C1C=CN=C2C(=O)O